C(C1=CC=CC=C1)OC(=O)NCC(=O)OC methyl 2-(benzyloxycarbonylamino)acetate